CC1(OB(OC1(C)C)C=1C(=C2C(=NC1)N(C=C2)COCC[Si](C)(C)C)N[C@H]2CN(CCC2)C(=O)OC(C)(C)C)C tert-butyl (R)-3-((5-(4,4,5,5-tetramethyl-1,3,2-dioxaborolan-2-yl)-1-((2-(trimethyl silyl)ethoxy)methyl)-1H-pyrrolo[2,3-b]pyridin-4-yl)amino)piperidine-1-carboxylate